ethyl 7-bromoimidazo[1,2-a]pyridine-3-carboxylate BrC1=CC=2N(C=C1)C(=CN2)C(=O)OCC